6-(Cyclopropanecarboxamido)-4-((7-fluoro-1-methyl-4-oxo-5-(2,2,2-trifluoroethyl)-4,5-dihydro-1H-pyrrolo[3,2-c]pyridin-3-yl)amino)-N-(methyl-d3)nicotinamide C1(CC1)C(=O)NC1=NC=C(C(=O)NC([2H])([2H])[2H])C(=C1)NC1=CN(C2=C1C(N(C=C2F)CC(F)(F)F)=O)C